C(C)(=O)NC1=CC=C(C=C1)C(C(=O)NCC=1SC=C2C1CN(C2=O)C2C(NC(CC2)=O)=O)=O 2-(4-acetamido-phenyl)-N-((5-(2,6-dioxopiperidin-3-yl)-4-oxo-5,6-dihydro-4H-thieno[3,4-c]pyrrol-1-yl)methyl)-2-oxoacetamide